O=C(C(=O)OCC(F)(F)F)NC(C)C1=NC=C(C=C1)C(F)(F)F 2,2,2-trifluoroethyl 2-oxo-2-[1-[5-(trifluoromethyl)-2-pyridyl]ethylamino]acetate